3-aminopropyl-[2-aminopropyl]silane NCCC[SiH2]CC(C)N